3-bromo-1-(3-chloropyridin-2-yl)-N-(2-methyl-4-bromo-6-(diethylaminoformyl)phenyl)-N-ethyl-1H-pyrazole-5-carboxamide BrC1=NN(C(=C1)C(=O)N(CC)C1=C(C=C(C=C1C(=O)N(CC)CC)Br)C)C1=NC=CC=C1Cl